4-(((benzyloxy)carbonyl)amino)-2-bromo-4-(6,6-difluorobicyclo[3.1.0]hex-3-yl)-3-oxobutanoic acid tert-butyl ester C(C)(C)(C)OC(C(C(C(C1CC2C(C2C1)(F)F)NC(=O)OCC1=CC=CC=C1)=O)Br)=O